(3S,7aS)-3-(((tert-butyldimethylsilyl)oxy)methyl)tetrahydro-1H-pyrrolizine [Si](C)(C)(C(C)(C)C)OC[C@@H]1CCC2=CCCN12